(((1R)-1-(2-cyano-3-(2-cyclopropyl-2-methylmorpholino)-7-methylquinoxalin-5-yl)ethyl)amino)benzoic acid C(#N)C1=NC2=CC(=CC(=C2N=C1N1CC(OCC1)(C)C1CC1)[C@@H](C)NC1=C(C(=O)O)C=CC=C1)C